4-[(2,6-difluoro-benzyl)amino]-2-[(1-isopropyl-1H-pyrazol-4-yl)amino]pyrimidin-5-carboxamide FC1=C(CNC2=NC(=NC=C2C(=O)N)NC=2C=NN(C2)C(C)C)C(=CC=C1)F